2-(3-(4-(4-fluorophenyl)-3,6-dihydropyridin-1(2H)-yl)-3-oxopropyl)quinazolin-4(3H)-one FC1=CC=C(C=C1)C=1CCN(CC1)C(CCC1=NC2=CC=CC=C2C(N1)=O)=O